5-(6,7,8,9-Tetrahydro-5H-pyrido[2,3-b]indol-4-yl)-1H-indazol-3-amine N1=CC=C(C2=C1NC=1CCCCC21)C=2C=C1C(=NNC1=CC2)N